Cl.C1(CC1)CO[C@@H]1CC[C@H](CC1)NC Trans-4-(cyclopropylmethoxy)-N-methylcyclohexan-1-amine hydrochloride